FC=1C=C(C=CC1F)[C@H]1N(OCC1)C(=O)[C@H]1C[C@H](C1)NC1=NC=CC(=N1)C#N cis-2-((3-((S)-3-(3,4-difluorophenyl)isoxazolidine-2-carbonyl)cyclobutyl)amino)pyrimidine-4-carbonitrile